(2R)-4,4-Difluoro-2-(4-fluorophenyl)-N-{4-[6-methoxy-3-(pyridin-2-yl)-1H-pyrrolo[3,2-b]pyridin-2-yl]pyridin-2-yl}butanamid FC(C[C@@H](C(=O)NC1=NC=CC(=C1)C1=C(C2=NC=C(C=C2N1)OC)C1=NC=CC=C1)C1=CC=C(C=C1)F)F